C(C)(C)(C)N(C(O)=O)[C@H]1CN(CCC1)C1=NC=CN=C1N.O1C(=NC2=C1C=CC=C2)C2CCN(CC2)C(=O)NC2=C(C=CC=C2)N2CCN(CC2)CC 4-(1,3-benzooxazol-2-yl)-N-[2-(4-ethylpiperazin-1-yl)phenyl]piperidine-1-carboxamide tert-butyl-(R)-(1-(3-aminopyrazin-2-yl)piperidin-3-yl)carbamate